CC1(N(C(CCC1)(C)C)[SiH3])C 2,2,6,6-tetramethylpiperidinosilane